C(CCC)C(COC(CCCCCCCCN(C(CCN(CC)CC)=O)C(CCCCCCCCC(=O)OCC(CCCCCC)CCCC)C(=O)NCCCCCCCC)=O)CCCCCC 2-butyloctyl 10-(N-(9-((2-butyloctyl) oxy)-9-oxononyl)-3-(diethylamino) propanamido)-11-(octylamino)-11-oxoundecanoate